5-({6-[2-hydroxy-4-(trifluoromethyl)phenyl]-5-methyl-1,2,4-triazin-3-yl}amino)piperidine OC1=C(C=CC(=C1)C(F)(F)F)C1=C(N=C(N=N1)NC1CCCNC1)C